C1N(CC12CCNCC2)C2=NC=NC=C2OC2=C(C(=O)N(C(C)C)CC)C=C(C=C2)F 2-((4-(2,7-diazaspiro[3.5]nonan-2-yl)pyrimidin-5-yl)oxy)-N-ethyl-5-fluoro-N-isopropyl-benzamide